tert-butyl (2R,6S)-4-[8-({8-fluoro-2-methylimidazo[1,2-a]pyridin-6-yl} carbamoyl)-2-methylquinolin-5-yl]-2,6-dimethylpiperazine-1-carboxylate FC=1C=2N(C=C(C1)NC(=O)C=1C=CC(=C3C=CC(=NC13)C)N1C[C@H](N([C@H](C1)C)C(=O)OC(C)(C)C)C)C=C(N2)C